(4-((6,7-bis(2-methoxyethoxy)quinazolin-4-yl)oxy)-3-fluorophenyl)-1-(4-fluorophenyl)-2-oxo-1,2,4,5,6,7-hexahydropyrazolo[1,5-a]pyridine-3-carboxamide COCCOC=1C=C2C(=NC=NC2=CC1OCCOC)OC1=C(C=C(C=C1)C1C=2N(CCC1)N(C(C2C(=O)N)=O)C2=CC=C(C=C2)F)F